NC=1C2=C(N=CN1)N(C=C2C2=C(C=C(C=C2)NC(NC2=CC=C(C=C2)C)=O)C)C 3-(4-(4-amino-7-methyl-7H-pyrrolo[2,3-d]pyrimidin-5-yl)-3-methyl-phenyl)-p-methyl-1-phenylurea